N-(cyclopropyl-(pyridin-3-yl)methyl)propanamide C1(CC1)C(NC(CC)=O)C=1C=NC=CC1